ClC1=C(C=CC=C1)N1C(N=C(C2=C1N=C(C=C2)C(F)(F)F)NCCS(=O)(=O)C)=O 1-(2-chlorophenyl)-4-{[2-(methyl-sulfonyl)ethyl]amino}-7-(trifluoro-methyl)pyrido[2,3-d]pyrimidin-2(1H)-one